O=C1N(CC2=C(C=CC=C12)C1CCNCC1)C1C(NC(CC1)=O)=O 3-[1-oxo-4-(4-piperidyl)isoindolin-2-yl]piperidine-2,6-dione